3-Methyl-3-(phenyldiazenyl)-2,3-dihydro-4H-benzo[4,5]imidazo[2,1-b][1,3]thiazin-4-one CC1(C(N2C(SC1)=NC1=C2C=CC=C1)=O)N=NC1=CC=CC=C1